2-(1,3-dioxo-1,3-dihydro-2H-isoindol-2-yl)propionyl chloride O=C1N(C(C2=CC=CC=C12)=O)C(C(=O)Cl)C